(2-chloro-6-fluoro-fluorophenyl)-1,3-dimethyl-1H-pyrazol-5-amine ClC1=C(C(=CC=C1F)F)C=1C(=NN(C1N)C)C